C1(=CC=CC=C1)N1C(OC(=N1)C1=CC=CC=C1)(C(F)(F)F)C1=C(C=CC(=C1)O[C@H]1[C@@H](CC[C@H](C1)C)C(C)C)NS(=O)(=O)C1=CC=C(C=C1)C N-(2-(3,5-diphenyl-2-(trifluoromethyl)-2,3-dihydro-1,3,4-oxadiazol-2-yl)-4-((1R,2S,5R)-2-isopropyl-5-methylcyclohexyloxy)phenyl)-4-methylbenzenesulfonamide